(1S,7aR)-1-aminopyrrolizidine N[C@H]1CCN2CCC[C@H]12